N-methoxy-N-methyl-5-(trifluoromethoxy)pyridine-3-carboxamide CON(C(=O)C=1C=NC=C(C1)OC(F)(F)F)C